C(C)(C)C(C#N)C1=C(C(=CC=C1F)F)F isopropyl-2-(2,3,6-trifluorophenyl)acetonitrile